1-Methyl-4-[4-(5-methyl-1,3-benzooxazol-2-yl)piperidin-1-yl]-7-{[oxiran-2-yl]methoxy}-2-oxo-1,2-dihydroquinoline-3-carboxamide CN1C(C(=C(C2=CC=C(C=C12)OCC1OC1)N1CCC(CC1)C=1OC2=C(N1)C=C(C=C2)C)C(=O)N)=O